(E)-2-((2,3-dicyanoprop-1-en-1-yl)amino)benzoate C(#N)/C(=C/NC1=C(C(=O)[O-])C=CC=C1)/CC#N